NC[C@@H](O)C=1C=CC(=NC1)C1=C(C=C(C#N)C=C1)OC=1N(N=C(C1)NC(C)C)C 4-[5-[(1S)-2-amino-1-hydroxyethyl]pyridin-2-yl]-3-[2-methyl-5-(propan-2-ylamino)pyrazol-3-yl]oxybenzonitrile